(S)-1-(3-(2-hydroxyethylsulfonyl)phenoxy)-3-((R)-8-(3-(pyridin-3-yl)benzenesulfonyl)-1-oxa-8-azaspiro[4.5]decan-3-ylamino)propan-2-ol OCCS(=O)(=O)C=1C=C(OC[C@H](CN[C@H]2COC3(C2)CCN(CC3)S(=O)(=O)C3=CC(=CC=C3)C=3C=NC=CC3)O)C=CC1